C1(CC1)C1=NOC(=N1)C=1C=C(C=CC1)N(C(=O)C12CC(C1)(C2)F)CC21CCC(CC2)(CC1)\C(\N)=N/O (E)-N-(3-(3-cyclopropyl-1,2,4-oxadiazol-5-yl)phenyl)-3-fluoro-N-((4-(N'-hydroxycarbamimidoyl)bicyclo[2.2.2]octan-1-yl)methyl)bicyclo[1.1.1]pentane-1-carboxamide